BrCCCCCCC(=O)O 7-bromoheptanoic acid